6-hydroxy-2-(4-isopropyl-piperazin-1-yl)-benzothiazole-7-carbaldehyde OC1=C(C2=C(N=C(S2)N2CCN(CC2)C(C)C)C=C1)C=O